3-chloro-2-[2-[2-[2-(2,6-dioxo-3-piperidyl)-1,3-dioxo-isoindolin-5-yl]oxyethoxy]ethoxy]-5-[1-methyl-1-[4-[(2-methylsulfonylpyrimidin-4-yl)methoxy]phenyl]ethyl]benzonitrile ClC=1C(=C(C#N)C=C(C1)C(C)(C1=CC=C(C=C1)OCC1=NC(=NC=C1)S(=O)(=O)C)C)OCCOCCOC=1C=C2C(N(C(C2=CC1)=O)C1C(NC(CC1)=O)=O)=O